5,5,5-trifluoro-4-hydroxy-4-(trifluoromethyl)-2-pentanyl methacrylate C(C(=C)C)(=O)OC(C)CC(C(F)(F)F)(C(F)(F)F)O